N1N=NC2=C1C(=C(C(=C2[2H])[2H])[2H])[2H] Benzotriazole-d4